C1(=C2N(C=N1)CCC2)C(C(=O)NC=2SC=CN2)N2COC1=C(C2=O)C=C(C=C1)C1=CC=C(C=C1)C1CCN(CC1)C 2-(6,7-Dihydro-5H-pyrrolo[1,2-c]imidazol-1-yl)-2-(6-(4-(1-methylpiperidin-4-yl)phenyl)-4-oxo-2H-benzo[e][1,3]oxazin-3(4H)-yl)-N-(thiazol-2-yl)acetamide